N-{2-[6-(cyclopropylmethoxy)-3-(trifluoromethyl)pyridin-2-yl]-5-(2,6-difluoro-4-methoxyphenyl)-1-methyl-3-oxo-2,3-dihydro-1H-pyrazol-4-yl}-4-(difluoromethoxy)benzamide C1(CC1)COC1=CC=C(C(=N1)N1N(C(=C(C1=O)NC(C1=CC=C(C=C1)OC(F)F)=O)C1=C(C=C(C=C1F)OC)F)C)C(F)(F)F